[Al].[Mn].[Y] Yttrium-Manganese-Aluminium